FC1=CC(=C(C=C1)NC=1C(=NC(=CC1)O)C(=O)O)C(C)C 3-((4-fluoro-2-isopropylphenyl)amino)-6-hydroxy-picolinic acid